(R)-5-(8-Methoxy-[1,2,4]triazolo[1,5-a]pyridin-6-yl)-6-methyl-1-(1-((tetrahydro-2H-pyran-4-yl)methyl)piperidin-3-yl)-1,3-dihydro-2H-benzo[d]imidazol-2-on COC=1C=2N(C=C(C1)C1=CC3=C(N(C(N3)=O)[C@H]3CN(CCC3)CC3CCOCC3)C=C1C)N=CN2